N1=CC=C(C=C1)C1=NC=C(C=N1)N 2-(pyridin-4-yl)pyrimidin-5-amine